N-(5-(5-chloro-7-methylthiazolo[5,4-d]pyrimidin-2-yl)-2-methoxypyridin-3-yl)-2,4-difluorobenzenesulfonamide ClC=1N=C(C2=C(N1)SC(=N2)C=2C=C(C(=NC2)OC)NS(=O)(=O)C2=C(C=C(C=C2)F)F)C